N1(CNCC1)C1=CC=C(C=C1)N(C1=CC=C(C=C1)N1CNCC1)C1=CC=C(C=C1)N1CNCC1 tri(4-imidazolidylphenyl)amine